COC1=CC=C(CC2N=C3N(C(NC4=C3N=CC(=C4)N4CCOCC4)=O)C2C(C)C)C=C1 (4-methoxybenzyl)-8-(morpholin-4-yl)-3-(propan-2-yl)-2,6-dihydroimidazo[1,2-c]pyrido[2,3-e]pyrimidin-5(3H)-one